Cl.Cl.FC=1C=CC=2C(=C(SN2)N2CCC(CC2)N)C1 1-(5-fluoro-2,1-benzothiazol-3-yl)piperidin-4-amine, dihydrochloride